perbenzoic anhydride C1=CC=CC=C1C(=O)OOOC(C1=CC=CC=C1)=O